N-(dimethylphenyl)acetamide CC=1C(=C(C=CC1)NC(C)=O)C